BrC=1C=C(C=CC1)C1=NC2=CC=C(C=C2C(=C1CN1CCC(CC1)N1CCCC1)C(=O)NC1(CC1)C1=CC=CC=C1)S(=O)(=O)C 2-(3-bromophenyl)-6-(methylsulfonyl)-N-(1-phenylcyclopropyl)-3-{[4-(1-pyrrolidinyl)-1-piperidinyl]methyl}-4-quinolinecarboxamide